(R)-N-(1-(1H-indol-3-yl)butan-2-yl)benzo[d]thiazole-5-carboxamide N1C=C(C2=CC=CC=C12)C[C@@H](CC)NC(=O)C=1C=CC2=C(N=CS2)C1